OCC1(CCC1)NC(=O)C=1N(N=C2C=CC(=CC12)OCC1=C(N=CS1)C)C N-[1-(hydroxymethyl)cyclobutyl]-2-methyl-5-[(4-methyl-1,3-thiazol-5-yl)methoxy]-2H-indazole-3-carboxamide